C(C)S(=O)(=N)C1=C(C=C2CCN(C2=C1)C(=O)[C@@H]1OC2=C(C1)C=C(C=C2)C2=NC=CC=C2)F ethyl(5-fluoro-1-((R)-5-(pyridin-2-yl)-2,3-dihydrobenzofuran-2-carbonyl)indolin-6-yl)(imino)-λ6-sulfanone